CC1(CC=CCC1)C=CC(C)=O 4-(1-methylcyclohex-3-en-1-yl)but-3-en-2-one